ClC=1N=C2O[C@H]([C@@H]3[C@@H]4CC[C@H](CN3C3=NC(=C(C(C1F)=C32)C=O)C)N4C(=O)OC(C)(C)C)C tert-butyl (4R,7S,8S,9S)-13-chloro-14-fluoro-16-formyl-9,17-dimethyl-10-oxa-2,12,18,20-tetrazapentacyclo[9.7.1.14,7.02,8.015,19]icosa-1(18),11,13,15(19),16-pentaene-20-carboxylate